(1R,3S,5R)-N-(6-bromo-4-methoxypyridin-2-yl)-2-azabicyclo[3.1.0]Hexane-3-carboxamide hydrochloride Cl.BrC1=CC(=CC(=N1)NC(=O)[C@H]1N[C@@H]2C[C@@H]2C1)OC